sodium 2-(1-(2-Cyanophenyl)-1-(1-methyl-1H-pyrazol-4-yl)propan-2-yl)-1-isopropyl-5-methoxy-6-oxo-1,6-dihydropyrimidine-4-carboxylate C(#N)C1=C(C=CC=C1)C(C(C)C=1N(C(C(=C(N1)C(=O)[O-])OC)=O)C(C)C)C=1C=NN(C1)C.[Na+]